ClC=1C=C(C=CC1F)C(NC(=O)[C@H]1NC(NC1)=O)C1C(C(C1)(C)C)C(F)(F)F (4S)-N-((3-chloro-4-fluorophenyl)(3,3-dimethyl-2-(trifluoromethyl)cyclobutyl)methyl)-2-oxoimidazolidine-4-carboxamide